FC(OC[C@H]1N(C[C@@H](C1)OS(=O)(=O)C)C1=CC=C(C(=O)OC)C=C1)F Methyl 4-((2S,4R)-2-((difluoromethoxy)methyl)-4-((methyl sulfonyl)oxy)pyrrolidin-1-yl)benzoate